FC1=CC=C(C=C1)S(=O)(=O)NC=1C=C(C=CC1O)NC(=O)C1=CC2=C(OCCO2)C=C1 N-(3-((4-fluorophenyl)sulfonamido)-4-hydroxyphenyl)-2,3-dihydrobenzo[b][1,4]dioxin-6-carboxamide